NC(CN(CC(N)N)CC(N)N)N tri(diaminoethyl)amine